NC1=C(C=2C(=NC=C(C2S1)F)C=1C2=C(C=3C=NC(=NC3C1F)N1C[C@@H](CC1)N1CC(C1)CN(C)C)COC2)C#N 2-Amino-4-(3-((R)-3-(3-((dimethylamino)methyl)azetidin-1-yl)pyrrolidin-1-yl)-5-fluoro-7,9-dihydrofuro[3,4-f]quinazolin-6-yl)-7-fluorothieno[3,2-c]pyridine-3-carbonitrile